N'-((3,3-dimethyl-1,2,3,5,6,7-hexahydrodicyclopenta[b,e]pyridin-8-yl)carbamoyl)-5-(2-hydroxypropan-2-yl)benzene-sulfonimidamide CC1(CCC=2C1=NC1=C(C2NC(=O)N=S(=O)(N)C2=CC=CC(=C2)C(C)(C)O)CCC1)C